O[C@@H]1[C@H](COC1)OC1=NN(C=C1NC=O)C([2H])([2H])[2H] N-(3-(((3S,4S)-4-hydroxytetrahydrofuran-3-yl)oxy)-1-(methyl-d3)-1H-pyrazol-4-yl)carboxamide